C1(=CC=CC=C1)C(C1=CC=CC=C1)=NC1=NC=CC(=C1CCOC1OCCCC1)F 2-[(diphenylmethylene)amino]-4-fluoro-3-[2-(3,4,5,6-tetrahydro-2H-pyran-2-yloxy)ethyl]pyridine